(Z)-tert-butyl (tert-butoxycarbonylamino)(2-(2-(3,4-dichlorophenylamino)-9,9-dimethylacridin-10(9H)-yl)ethylamino)methylenecarbamate C(C)(C)(C)OC(=O)N\C(\NCCN1C=2C=CC(=CC2C(C2=CC=CC=C12)(C)C)NC1=CC(=C(C=C1)Cl)Cl)=N/C(OC(C)(C)C)=O